bis(2-propynyl)(3-butenyl)phosphine oxide C(C#C)P(CCC=C)(CC#C)=O